1-(2,6-dichlorophenyl)-4-((4-(5-(methoxymethyl)-3-(trifluoromethyl)-1H-1,2,4-triazol-1-yl)phenyl)amino)-1H-pyrazole-3-carboxamide ClC1=C(C(=CC=C1)Cl)N1N=C(C(=C1)NC1=CC=C(C=C1)N1N=C(N=C1COC)C(F)(F)F)C(=O)N